S1CN=C(C1)C1N=C2C(N1)C=CC=C2 2,7a-dihydro-2-(2,5-dihydrothiazol-4-yl)-1H-benzo[d]imidazole